FC=1C=C(C=NC1)NC=1C=C2C(=C(N1)C(=O)NCCCCC)NC=C2 5-[(5-fluoro-3-pyridyl)amino]-N-pentyl-1H-pyrrolo[2,3-c]pyridine-7-carboxamide